C(C1=CC=CC=C1)(=O)ONC(=O)OC1=CC=CC=C1 ((phenoxycarbonyl) amino) benzoate